methyl beta-D-glucopyranosyl-(1→6)-[beta-D-glucopyranosyl-(1→4)-beta-D-glucopyranosyl-(1→2)]-beta-D-glucopyranoside [C@@H]1([C@H](O)[C@@H](O)[C@H](O)[C@H](O1)CO)OC[C@@H]1[C@H]([C@@H]([C@H]([C@H](OC)O1)O[C@H]1[C@H](O)[C@@H](O)[C@H](O[C@H]2[C@H](O)[C@@H](O)[C@H](O)[C@H](O2)CO)[C@H](O1)CO)O)O